S1C=NC(=C1)C=1SC2=C(C(C=3C=CC=NC3C2=O)=O)N1 2-(thiazol-4-yl)thiazolo[4,5-g]quinoline-4,9-dione